2,6-difluoro-N-(2-methoxy-5-(4-(piperazin-1-yl)quinazolin-6-yl)pyridin-3-yl)-N-methylbenzenesulfonamide FC1=C(C(=CC=C1)F)S(=O)(=O)N(C)C=1C(=NC=C(C1)C=1C=C2C(=NC=NC2=CC1)N1CCNCC1)OC